4-((3-fluoropyridin-2-yl)thio)-6-(6-(4-hydroxypiperidin-1-yl)pyridin-3-yl)pyrazolo[1,5-a]pyridine-3-carbonitrile FC=1C(=NC=CC1)SC=1C=2N(C=C(C1)C=1C=NC(=CC1)N1CCC(CC1)O)N=CC2C#N